3-CHLORO-2,5-DIFLUOROPHENYLBORONIC ACID ClC=1C(=C(C=C(C1)F)B(O)O)F